CN1N=CC2=CC=C(C(=C12)C1=C(C(=NC=2CN(CCC12)C1(COC1)C)N1CC2(CN(C2)C(=O)OC(C)(C)C)CC1)C)C tert-butyl 6-(4-(1,6-dimethyl-1H-indazol-7-yl)-3-methyl-7-(3-methyloxetan-3-yl)-5,6,7,8-tetrahydro-1,7-naphthyridin-2-yl)-2,6-diazaspiro[3.4]octane-2-carboxylate